N=1N(N=CC1)C1=C(C=C(C=N1)NC(C1=C(C=C(C(=C1)F)C1=C(C=NC=C1\C=C\C1CC1)N)Cl)=O)C(F)(F)F (E)-N-(6-(2H-1,2,3-triazol-2-yl)-5-(trifluoromethyl)pyridin-3-yl)-4-(3-amino-5-(2-cyclopropylvinyl)pyridin-4-yl)-2-chloro-5-fluorobenzamide